N[C@@H](C)C1=C(C=C(C=C1)C1=NC=CC(=C1Cl)C=1C(=C(C=CC1)C1=CC=C(C(=N1)OC)[C@@H](C)N)Cl)OC (R)-1-(6-(3-(2-(4-((S)-1-aminoethyl)-3-methoxyphenyl)-3-chloropyridin-4-yl)-2-chlorophenyl)-2-methoxypyridin-3-yl)ethan-1-amine